NC1(CCN(CC1)C=1C(=C2C=CN(C2=CC1)C1=C(C=CC=C1Cl)Cl)CO)C (5-(4-amino-4-methylpiperidin-1-yl)-1-(2,6-dichlorophenyl)-1H-indol-4-yl)methanol